N[C@H](C(=O)NC1=C(C=C(C=C1)C(C(=O)N(CC(F)(F)F)C)=C)F)C1CCC(CC1)=C(F)F (2S)-2-{4-[(2S)-2-amino-2-[4-(difluoromethylidene)cyclohexyl]acetamido]-3-fluorophenyl}-N-methyl-N-(2,2,2-trifluoroethyl)propenamide